Cl.COC(CNC(C)C)=O N-isopropyl-glycine methyl ester hydrochloric acid salt